ClC1=CC(=NC=C1)C(CCN1C[C@@H](CC1)F)Cl 4-chloro-2-{1-chloro-3-[(3R)-3-fluoropyrrolidin-1-yl]propyl}pyridine